N-(4-(ethylsulfonyl)benzyl)-9-phenethyl-9H-carbazole-3-formamide C(C)S(=O)(=O)C1=CC=C(CNC(=O)C=2C=CC=3N(C4=CC=CC=C4C3C2)CCC2=CC=CC=C2)C=C1